C(C)OC(CCC(=O)C1=NC(=CC(=C1O)Br)C1=CC=C(C2=CC=CC=C12)Cl)=O 4-[4-bromo-6-(4-chloro-naphthalen-1-yl)-3-hydroxy-pyridin-2-yl]-4-oxo-butyric acid ethyl ester